3-fluoro-2-hydroxy-5-(4-(6-(pyrrolidin-1-yl)pyridin-3-yl)-1,4-diazacycloheptane-1-carbonyl)benzaldehyde FC=1C(=C(C=O)C=C(C1)C(=O)N1CCN(CCC1)C=1C=NC(=CC1)N1CCCC1)O